7-(3,4-dichlorobenzoyl)-2-(4-methoxyphenyl)-3-oxo-N-phenyl-6,8-dihydro-5H-imidazo[1,5-a]pyrazine-1-carboxamide ClC=1C=C(C(=O)N2CC=3N(CC2)C(N(C3C(=O)NC3=CC=CC=C3)C3=CC=C(C=C3)OC)=O)C=CC1Cl